FC(C=1C=C(C=C(C1)C(F)(F)F)NC(=O)NC1=NC=C(C(=N1)C1=CC(=CC(=C1)C)O)C1=CC=NC=C1)(F)F 1-(3,5-bis(trifluoromethyl)phenyl)-3-(4-(3-hydroxy-5-methylphenyl)-5-(pyridin-4-yl)pyrimidin-2-yl)urea